N-(4-(2-(2-Ethoxypyridin-4-yl)propyl)-6-(((R)-1-hydroxy-4-methylpentan-2-yl)amino)-1,3,5-triazin-2-yl)methanesulfonamide C(C)OC1=NC=CC(=C1)C(CC1=NC(=NC(=N1)N[C@@H](CO)CC(C)C)NS(=O)(=O)C)C